2-(2,6-dioxopiperidin-3-yl)-1-oxo-N-((S)-3,3,3-trifluoro-1-phenylpropyl)isoindoline-5-carboxamide O=C1NC(CCC1N1C(C2=CC=C(C=C2C1)C(=O)N[C@@H](CC(F)(F)F)C1=CC=CC=C1)=O)=O